C1(CC1)C(=O)N1C[C@@H](N(CC1)CC1=C2C=CNC2=C(C=C1OC)C)C1=CC=C(C(=O)O)C=C1 4-{(2S)-4-cyclopropanecarbonyl-1-[(5-methoxy-7-methyl-1H-indol-4-yl)methyl]piperazin-2-yl}benzoic acid